3,6-Dichloro-1-(3-((5-methyl-4-nitro-1-(oxepan-4-yl)-1H-pyrazol-3-yl)oxy)propyl)-1H-pyrazolo[3,4-d]pyrimidine ClC1=NN(C2=NC(=NC=C21)Cl)CCCOC2=NN(C(=C2[N+](=O)[O-])C)C2CCOCCC2